[N-](S(=O)(=O)C(F)(F)F)S(=O)(=O)C(F)(F)F.C(C)N1CN(C=C1)C 1-ethyl-3-methylimidazole trifluoromethanesulfonimide salt